OC(C)C 2-hydroxy-propane